4-amino-2-(2-oxo-6-sulfinyl-piperidin-3-yl)-3-sulfinyl-2,3-dihydro-1H-isoindol-1-one NC1=C2C(N(C(C2=CC=C1)=O)C1C(NC(CC1)=S=O)=O)=S=O